(2S)-N-(1-(benzofuran-6-yl)ethyl)-N-(4,4-difluorocyclohexyl)-1-tosylpyrrolidine-2-carboxamide O1C=CC2=C1C=C(C=C2)C(C)N(C(=O)[C@H]2N(CCC2)S(=O)(=O)C2=CC=C(C)C=C2)C2CCC(CC2)(F)F